6-[6-bromo-3-(ethylthio)pyridin-2-yl]-7-methyl-3-(trifluoromethyl)-7H-imidazo[4,5-c]-pyridazine BrC1=CC=C(C(=N1)C1=NC2=C(N=NC(=C2)C(F)(F)F)N1C)SCC